(3aR,5s,6aS)-N-(6-Chloropyridazin-3-yl)octahydrocyclopenta[c]pyrrol ClC1=CC=C(N=N1)N1C[C@@H]2[C@H](C1)CCC2